NC1=C(C(=NC=C1)C1=CC=CC=N1)C1=NC=CC=N1 4-amino-2,6-bipyridin-3-yl-pyrimidine